OC1=CC=C(C=C1)CCC=O 3-(4-hydroxyphenyl)propan-1-one